[2H]C=1C(=C(NC1C(C)C)C=1C(=NC=CC1)OC)C(=O)O 4-deutero-5-isopropyl-2-(2-methoxypyridin-3-yl)-1H-pyrrole-3-carboxylic acid